CC=1C(N(C(C1C)=O)CCNC(OC(C)(C)C)=O)=O tert-butyl (2-(3,4-dimethyl-2,5-dioxo-2,5-dihydro-1H-pyrrol-1-yl)ethyl)carbamate